COC1=CC=C(C=C1)C1C(C(N(CC1)C(=O)[O-])C)C(=O)OCC (+/-)-3-Ethyl (cis,cis)-4-(4-methoxyphenyl)-2-methylpiperidine-1,3-dicarboxylate